1-(4-methoxybenzyl)-5-(3-(prop-1-ynyl)phenoxy)-1H-1,2,3-triazole-4-carboxylic acid ethyl ester C(C)OC(=O)C=1N=NN(C1OC1=CC(=CC=C1)C#CC)CC1=CC=C(C=C1)OC